ClC=1C=C2C=C(NC2=CC1)CNC(N(C)[C@H]1CN(CCC1)C(=O)C=1C=NOC1COC)=O (R)-3-((5-chloro-1H-indol-2-yl)methyl)-1-(1-(5-(methoxymethyl)isoxazole-4-carbonyl)piperidin-3-yl)-1-methylurea